(S)-1'-(5-((2-amino-3-chloropyridin-4-yl)thio)pyrazin-2-yl)-2-chloro-4,6-dihydrospiro[cyclopenta[d]thiazole-5,4'-piperidin]-4-amine NC1=NC=CC(=C1Cl)SC=1N=CC(=NC1)N1CCC2(CC1)CC1=C(N=C(S1)Cl)[C@H]2N